4-(2-ethylbutyl)pyrrolidin-2-one C(C)C(CC1CC(NC1)=O)CC